C1(CC1)N1C[C@@H](CCC1)NC(CN1N=C(N2C(C1=O)=CC1=C2SC=C1)C(C)(C)O)=O N-((R)-1-cyclopropylpiperidin-3-yl)-2-(8-(2-hydroxypropan-2-yl)-5-oxothieno[3',2':4,5]pyrrolo[1,2-d][1,2,4]triazin-6(5H)-yl)acetamide